C(CC)C1CCC(CC1)N 4-propyl-cyclohexane-amine